C(C1=CC=CC=C1)OC1=CC=C(C=N1)C=1C=CC=C2C(=C(N(C(C12)=O)C1=CC=CC=C1)[C@H](C)NC=1C2=C(N=CN1)NC=CC2=O)Cl (S)-4-((1-(8-(6-(benzyloxy)pyridin-3-yl)-4-chloro-1-oxo-2-phenyl-1,2-dihydroisoquinolin-3-yl)ethyl)amino)pyrido[2,3-d]pyrimidin-5(8H)-one